OC1C[C@H](N(CC1)C(=O)OC(C)(C)C)C tert-butyl (2R)-4-hydroxy-2-methyl-piperidine-1-carboxylate